2-propynyl-2-methyltrimethylene carbonate C1(OCC(CO1)(C)C#CC)=O